allyladamantane C(C=C)C12CC3CC(CC(C1)C3)C2